S1C(=NC=C1)CCC=O 3-(thiazol-2-yl)propan-1-one